(R)-2-[(benzyloxycarbonyl)amino]-2,4-dimethylpent-4-enoic acid C(C1=CC=CC=C1)OC(=O)N[C@@](C(=O)O)(CC(=C)C)C